IC1=CC=C(C=C1)C1=NOC=N1 3-(4-iodophenyl)-1,2,4-oxadiazol